CCCCCCCCCCCCCCCCCCCCCCCCCC[C@H](C(=O)[O-])O The molecule is a hydroxy fatty acid anion that is the conjugate base of (R)-2-hydroxyoctacosanoic acid, obtained by deprotonation of the carboxy group. It is a (2R)-2-hydroxy fatty acid anion and a 2-hydroxyoctacosanoate. It is a conjugate base of a (R)-2-hydroxyoctacosanoic acid.